6-fluoro-2-((S)-5-fluoro-3-hydroxyindol-1-yl)-1H-benzo[d]imidazole-7-carboxamide FC=1C=CC2=C(NC(=N2)N2C=C(C3=CC(=CC=C23)F)O)C1C(=O)N